4-bromo-5-cyclopropyl-1-methyl-pyrazole BrC=1C=NN(C1C1CC1)C